tert-butyl (2R,5R)-4-(bis(4-fluorophenyl)methyl)-5-(methoxymethyl)-2-methylpiperazine-1-carboxylate FC1=CC=C(C=C1)C(N1C[C@H](N(C[C@@H]1COC)C(=O)OC(C)(C)C)C)C1=CC=C(C=C1)F